methyl 3-fluoro-1-((2-(trimethylsilyl) ethoxy) methyl)-7-vinyl-1H-pyrrolo[3,2-b]pyridine-5-carboxylate FC1=CN(C=2C1=NC(=CC2C=C)C(=O)OC)COCC[Si](C)(C)C